mono-ethanolamine galactarate O=C([C@H](O)[C@@H](O)[C@@H](O)[C@H](O)C(=O)O)O.C(O)CN